1-{2-[4-(benzyloxy)butoxy]ethyl}-4-bromo-1H-pyrazole C(C1=CC=CC=C1)OCCCCOCCN1N=CC(=C1)Br